C(CCCCC)C1=C(C(C(=O)OCC)=CC=C1)C(=O)OCC di(2-ethyl) hexylphthalate